O1CCN(CC1)C(COCC(N1CCOCC1)N1CCOCC1)N1CCOCC1 2,2-dimorpholinoethyl ether